ClC1=CC(=C(C=C1Cl)/C(/C1CC(N(CC1)C(=O)OC(C)(C)C)(C)C)=N/S(=O)C(C)(C)C)OCOCC[Si](C)(C)C tert-butyl 4-[(1E)-(4,5-dichloro-2-[[2-(trimethylsilyl)ethoxy]methoxy]phenyl)[(2-methylpropane-2-sulfinyl)imino]methyl]-2,2-dimethylpiperidine-1-carboxylate